C(C)SC=1C(=NC=CC1)C1=NC=2C(=NC=C(C2)SC(F)(F)F)N1C 2-(3-ethylsulfanyl-pyridin-2-yl)-3-methyl-6-trifluoromethylsulfanyl-3H-imidazo[4,5-b]pyridine